COC=1C(=NC(=NC1)NC1=CC(=CC=C1)N1CCN(CC1)C)N1C=C(C2=CC=CC=C12)C(=O)N 1-{5-methoxy-2-[3-(4-methyl-piperazin-1-yl)-phenylamino]-pyrimidin-4-yl}-1H-indole-3-carboxamide